1-methyl-3-(trifluoromethyl)pyrazole-4-sulfonamide CN1N=C(C(=C1)S(=O)(=O)N)C(F)(F)F